N-(3-oxo-3-(5-(4-(trifluoromethyl)phenoxy)-3,4-dihydroisoquinolin-2(1H)-yl)propyl)-acrylamide O=C(CCNC(C=C)=O)N1CC2=CC=CC(=C2CC1)OC1=CC=C(C=C1)C(F)(F)F